NCCC[Si](O[Si](O[Si](C)(C)C)(C)C)(C)C (γ-Aminopropyl)heptamethyltrisiloxan